BrC(C(=O)NC1=C(C(=O)O)C=CC=C1)=CC1=CC2=CC=CC=C2C=C1 2-(2-bromo-3-(naphthalen-2-yl)acrylamido)benzoic acid